NC[C@]12C[C@H](N([C@@H]2C1)C(=O)OC(C)(C)C)C(NC1=NC(=CC=C1COC)Br)=O (1R,3S,5R)-tert-Butyl 5-(aminomethyl)-3-((6-bromo-3-(methoxymethyl)pyridin-2-yl)carbamoyl)-2-azabicyclo[3.1.0]hexane-2-carboxylate